N-(2,6-dichlorobenzoyl)-N'-(2-fluoro-4-iodophenyl)urea ClC1=C(C(=O)NC(=O)NC2=C(C=C(C=C2)I)F)C(=CC=C1)Cl